NC=1C=C(C=NC1)N1CC(C1)OC=1C=C(C(=O)NC=2C=NC=C(C2)C(F)(F)F)C=CC1C 3-((1-(5-aminopyridin-3-yl)azetidin-3-yl)oxy)-4-methyl-N-(5-(trifluoromethyl)pyridin-3-yl)benzamide